4,7-dibromo-2-(2-ethylhexyl)-2H-benzo[d][1,2,3]triazole BrC1=CC=C(C2=NN(N=C21)CC(CCCC)CC)Br